O1COC2=C1C=CC(=C2)C2=C(N=C(S2)C=2N=C(SC2)N)C2=CC=CC=C2 (benzo[d][1,3]dioxolan-5-yl)-4-phenyl-[2,4'-bithiazole]-2'-amine